[Si](C1=CC=CC=C1)(C1=CC=CC=C1)(C(C)(C)C)OCC1CC2C(C2C1)C(=O)OCC ethyl 3-(((tert-butyldiphenylsilyl)oxy)methyl)bicyclo[3.1.0]hexane-6-carboxylate